2-((3-(4-(((2R,3S)-3-((tert-butoxycarbonyl)amino)piperidin-2-yl)methoxy)cyclohex-1-en-1-yl)-4-methylpyridin-2-yl)oxy)acetic acid C(C)(C)(C)OC(=O)N[C@@H]1[C@@H](NCCC1)COC1CC=C(CC1)C=1C(=NC=CC1C)OCC(=O)O